B(O)(O)O.ClN1NC2=C1C=CC=C2Cl 2,6-dichlorobenzodiazetidine borate